CC1=C(C=CC(=C1N)C)N 2,4-dimethyl-meta-phenylenediamine